N[C@@H](CCCNC(N)=N)C(=O)OC(CCCCCCCCCCC)=O LAUROYL ARGINATE